methyl 3-amino-6-bromo-5-(trifluoromethyl)pyridine-2-carboxylate NC=1C(=NC(=C(C1)C(F)(F)F)Br)C(=O)OC